3-(1'-((5-fluoro-1H-indol-7-yl)methyl)-6-oxo-6,8-dihydro-2H,7H-spiro[furo[2,3-e]isoindole-3,4'-piperidin]-7-yl)piperidine-2,6-dione FC=1C=C2C=CNC2=C(C1)CN1CCC2(CC1)COC1=C3CN(C(C3=CC=C12)=O)C1C(NC(CC1)=O)=O